5-bromo-3-(bromomethyl)-1,2-thiazole BrC1=CC(=NS1)CBr